ethanone TFA salt OC(=O)C(F)(F)F.C(C)=O